ClC1=C(C(=O)OC)C=CC(=C1)F methyl 2-chloro-4-fluoro-benzoate